C(C1=CC=CC=C1)SC=1C=CC(=C2C(CCOC12)=O)Cl 8-(benzylthio)-5-chloro-chroman-4-one